methyl 2-[[3-[tert-butyl(dimethyl)silyl]oxy-2-morpholino-propyl]amino]thiazole-4-carboxylate [Si](C)(C)(C(C)(C)C)OCC(CNC=1SC=C(N1)C(=O)OC)N1CCOCC1